FC=1C=C(C=CC1NC1=NC=C(C=N1)C1CCC(CC1)O)S(=O)(=O)NC(OC(C)(C)C)=O tert-butyl N-[3-fluoro-4-({5-[(1s,4s)-4-hydroxycyclohexyl]pyrimidin-2-yl}amino)benzenesulfonyl]carbamate